O=C([C@H](C[C@H]1C(NCC1)=O)NC(=O)[C@H]1N(CC2(CC2)C1)C(=O)C12OCC(C1)(C2)C(F)(F)F)COC(F)(F)F (S)-N-((S)-3-oxo-1-((S)-2-oxopyrrolidin-3-yl)-4-(trifluoromethoxy)butan-2-yl)-5-(4-(trifluoromethyl)-2-oxabicyclo[2.1.1]-hexane-1-carbonyl)-5-azaspiro[2.4]heptane-6-carboxamide